P(=O)(OCOC1=C(C(=CC(=C1)CCCCC)OOP(=O)(OC1=CC=CC=C1)OC1=CC=CC=C1)C1=C(C=CC(=C1)C)C(=C)C)(OC1=CC=CC=C1)OC1=CC=CC=C1 ((6-((diphenoxyphosphoryl)peroxy)-5'-methyl-4-pentyl-2'-(prop-1-en-2-yl)-[1,1'-biphenyl]-2-yl)oxy)methyl diphenyl phosphate